C1(=CC=CC=C1)C(CC(=O)[O-])(C1=CC=CC=C1)C1=CC=CC=C1.[Sn+4].C1(=CC=CC=C1)C(CC(=O)[O-])(C1=CC=CC=C1)C1=CC=CC=C1.C1(=CC=CC=C1)C(CC(=O)[O-])(C1=CC=CC=C1)C1=CC=CC=C1.C1(=CC=CC=C1)C(CC(=O)[O-])(C1=CC=CC=C1)C1=CC=CC=C1 tin triphenylpropionate